1,3-bis(pyridin-2-yl)-5-(4-iodophenyl)benzene ethyl-5-(difluoromethyl)-1-(2-methoxyethyl)-1H-pyrazole-3-carboxylate C(C)OC(=O)C1=NN(C(=C1)C(F)F)CCOC.N1=C(C=CC=C1)C1=CC(=CC(=C1)C1=CC=C(C=C1)I)C1=NC=CC=C1